[Pt].FP(F)F (trifluorophosphine) platinum (0)